1-(3-(difluoromethoxy)phenyl)-N-(3-methyl-1,1-dioxo-thietan-3-yl)-3-(1-methylpyrazol-3-yl)indazole-5-carboxamide FC(OC=1C=C(C=CC1)N1N=C(C2=CC(=CC=C12)C(=O)NC1(CS(C1)(=O)=O)C)C1=NN(C=C1)C)F